4-bromo-9,9-dimethyl-9H-fluoren BrC1=CC=CC=2C(C3=CC=CC=C3C12)(C)C